bis(2-Pentylheptyl)11-(2-(diethylamino)ethyl)-5,17-diethyl-7,15-dioxo-6,8,14,16-tetraoxa-11-azahenicosandioate C(CCCC)C(COC(CCCC(OC(OCCN(CCOC(OC(CCCC(=O)OCC(CCCCC)CCCCC)CC)=O)CCN(CC)CC)=O)CC)=O)CCCCC